C(#N)N(C=1SC(=C(N1)C(=O)NCC1(CC1)CC1CC1)C)C1=CC(=NC(=C1)F)F 2-[cyano-(2,6-difluoro-4-pyridinyl)amino]-N-[[1-(cyclopropylmethyl)cyclopropyl]methyl]-5-methyl-thiazole-4-carboxamide